ClC1=C(C(=CC=C1F)F)[C@@H]1COCCN1C=1C(=NC=CN1)C(=O)N[C@H](C)\C=C\S(=O)(=O)C ((R)-3-(2-Chloro-3,6-difluorophenyl)morpholino)-N-((R,E)-4-(methylsulfonyl)but-3-en-2-yl)pyrazine-2-carboxamide